5,6-dihydrofuro[2,3-d]pyridazin-4,7-dione O1C=CC2=C1C(NNC2=O)=O